C1(CC1)N1CCC(CC1)NC1=NC2=C(C(=C(C=C2C(=N1)N1C[C@H](N(C[C@@H]1C)C(=O)OC(C)(C)C)C)Cl)C1=C2C(=NN(C2=CC=C1C)C(C1=CC=CC=C1)(C1=CC=CC=C1)C1=CC=CC=C1)I)F (2R,5S)-tert-butyl 4-(2-(1-cyclopropylpiperidin-4-ylamino)-6-chloro-8-fluoro-7-(3-iodo-5-methyl-1-trityl-1H-indazol-4-yl)quinazolin-4-yl)-2,5-dimethylpiperazine-1-carboxylate